CC1=CC=C(C=C1)N1[13C](CCC1)=O N-(4-methylphenyl)pyrrolidin-2-one-13C